2-amino-6-borono-2-(((R)-2-hydroxypropylamino)methyl)hexanoic acid NC(C(=O)O)(CCCCB(O)O)CNC[C@@H](C)O